C(C)N(C(OC(C)(C)C)=O)CC1=NC2=C(C(N(C=C2)C)=O)N1 tert-butyl N-ethyl-N-[(5-methyl-4-oxo-3H-imidazo[4,5-c]pyridin-2-yl)methyl]carbamate